OCCON1C=C(C(C2=CC=CC=C12)=O)CN([C@@H]1CN(CCC1)C=1N=NC=CC1)CC1=CC(=NC=C1)C 2-hydroxyethoxy-3-({[(2-methylpyridin-4-yl)methyl][(3S)-1-(pyridazin-3-yl)piperidin-3-yl]amino}methyl)-1,4-dihydroquinolin-4-one